methyl-pyrimidyl-thiophosphorus C[P]SC1=NC=CC=N1